1,4-DIMETHOXYNAPHTHALEN-2-YLBORONIC ACID COC1=C(C=C(C2=CC=CC=C12)OC)B(O)O